4-amino-N-(4-(benzo[d]oxazol-2-ylamino)-3-methoxyphenyl)butanamide NCCCC(=O)NC1=CC(=C(C=C1)NC=1OC2=C(N1)C=CC=C2)OC